copper-silver-zinc-tin [Sn].[Zn].[Ag].[Cu]